BrC=1C(=CC=C2C=C(NC12)C(=O)N[C@H](C(=O)N[C@@H](C[C@H]1C(NCCC1)=O)C#N)CC1CC1)F 7-bromo-N-[(1S)-2-[[(1S)-1-cyano-2-[(3S)-2-oxo-3-piperidyl]ethyl]amino]-1-(cyclopropylmethyl)-2-oxo-ethyl]-6-fluoro-1H-indole-2-carboxamide